2,4-dimethyl-diethylaniline CC1=C(N(CC)CC)C=CC(=C1)C